C(C)OP1(=NP(=NP(=N1)(F)F)(F)F)F ethoxy(Pentafluoro)cyclotriphosphazene